chloro-6-(2,4-dimethoxypyrimidine-5-yl)thieno[2,3-d]pyrimidine ClC=1N=CC2=C(N1)SC(=C2)C=2C(=NC(=NC2)OC)OC